di(2,6-dimethyl morpholinoethyl) ether CC1OC(CN(C1)CCOCCN1CC(OC(C1)C)C)C